1-(2-(dimethylamino)ethyl)-3-phenyl-4-(trifluoromethyl)-1H-pyrazole-5-carboxylic acid CN(CCN1N=C(C(=C1C(=O)O)C(F)(F)F)C1=CC=CC=C1)C